N(=NNC=O)NC=O azo-bisformamide